N-[4-(dibenzo[b,d]furan-1-yl)phenyl][1,1'-biphenyl]-4-amine C1(=CC=CC=2OC3=C(C21)C=CC=C3)C3=CC=C(C=C3)NC3=CC=C(C=C3)C3=CC=CC=C3